NC=1N=NC(=CC1N1CCN(CC1)CC=1C=C2C(N(C(C2=CC1)=O)N1C(NC(CC1)=O)=O)=O)C1=C(C=CC(=C1)F)O 5-((4-(3-amino-6-(5-fluoro-2-hydroxyphenyl)pyridazin-4-yl)piperazin-1-yl)methyl)-2-(2,4-dioxotetrahydropyrimidine-1(2H)-yl)isoindoline-1,3-dione